C1=CC=CC=2C3=CC=CC=C3C(C12)COC(=O)N([C@@H](C(=O)O)CC)C (2R)-2-[9H-fluoren-9-yl-methoxycarbonyl(methyl)amino]butanoic acid